potassium pentafluorophenylacetate FC1=C(C(=C(C(=C1CC(=O)[O-])F)F)F)F.[K+]